CC[C@H]1CC[C@H]2[C@@H]3CC[C@H]4C[C@H](CC[C@]4(C)[C@H]3CC[C@]12C)O 5α-Pregnan-3β-ol